N1(CC1)C=1C=CC=2C(N(C(C3=CC=CC1C23)=O)CCCCCCCN(CCC(CCCC)N)CCC(CCCC)N)=O 6-(aziridin-1-yl)-2-(7-(bis(3-aminoheptyl)amino)heptyl)-1H-benzo[de]isoquinoline-1,3(2H)-dione